NC1=NC=CC(=C1Cl)SC1=CN=C(N=N1)C12CC(CC(CC1)N2)N 6-((2-amino-3-chloropyridin-4-yl)thio)-1,2,4-triazin-3-yl-8-azabicyclo[3.2.1]octan-3-amine